allyl-2-oxa-6-azaspiro[3.4]octane-6-carboxylate C(C=C)OC(=O)N1CC2(COC2)CC1